[5-bromo-4-fluoro-2-(trifluoromethyl)phenyl]hydrazine BrC=1C(=CC(=C(C1)NN)C(F)(F)F)F